BrC=1C=C(C(=O)O)C=CC1OC(F)(F)F 3-Bromo-4-(trifluoromethoxy)benzoic acid